(S)-2-amino-5-(methoxy-d3)-N-(1-(8-((1-(methyl-d3)-1H-pyrazol-4-yl)ethynyl)-1-oxo-2-phenyl-1,2-dihydroisoquinolin-3-yl)ethyl)pyrazolo[1,5-a]pyrimidine-3-carboxamide NC1=NN2C(N=C(C=C2)OC([2H])([2H])[2H])=C1C(=O)N[C@@H](C)C=1N(C(C2=C(C=CC=C2C1)C#CC=1C=NN(C1)C([2H])([2H])[2H])=O)C1=CC=CC=C1